1-((3R,5R,8S,9S,10R,13S,14S,17S)-10-cyclopropyl-13-ethyl-3-hydroxy-3-methylhexadecahydro-1H-cyclopenta[a]phenanthren-17-yl)-2-(5-methyl-1H-tetrazol-1-yl)ethanone C1(CC1)[C@]12[C@H]3CC[C@@]4([C@H](CC[C@H]4[C@@H]3CC[C@@H]2C[C@](CC1)(C)O)C(CN1N=NN=C1C)=O)CC